4-[4-(Benzyloxy)piperidino]butyl-4-chlorobenzoate C(C1=CC=CC=C1)OC1CCN(CC1)CCCCOC(C1=CC=C(C=C1)Cl)=O